diglycidyl phthalate diglycidyl-hexahydrophthalate C(C1CO1)OC(C1C(C(=O)OCC2CO2)CCCC1)=O.C(C=1C(C(=O)OCC2CO2)=CC=CC1)(=O)OCC1CO1